C(C)OC[C@H](CC)NC(=O)C1N(CC1)C1(CN(C2=NC=CC(=C2C1=O)C)C1=NC=NS1)C(=O)O 3-({[(2S)-1-Ethoxybutan-2-yl]carbamoyl}azetidin-1-yl)-5-methyl-4-oxo-1-(1,2,4-thiadiazol-5-yl)-1,4-dihydro-1,8-naphthyridine-3-carboxylic acid